CC(CCOC=1C=C(C=CC1)C=1N=CC(=NC1C1=C(C=CC=C1C)C)NS(=O)(=O)C1=CC=CC=C1)(C)C N-(5-(3-(3,3-dimethylbutoxy)phenyl)-6-(2,6-dimethylphenyl)pyrazin-2-yl)benzenesulfonamide